[K].CC1([C@@]2(C(CC1CC2)=O)CS(=O)(=O)NC(CC2=C(C=C(C=C2C2=CC(=NC=C2)OC)F)C(C)C)=O)C N-((((1S)-7,7-Dimethyl-2-oxobicyclo[2.2.1]heptan-1-yl)methyl)sulfonyl)-2-(4-fluoro-2-isopropyl-6-(2-methoxypyridin-4-yl)phenyl)acetamide, Potassium Salt